3-(3-(tert-butylsulfanyl)-1-(cyclobutylmethyl)-6-isopropyl-1H-indol-2-yl)-2,2-dimethylpropionic acid C(C)(C)(C)SC1=C(N(C2=CC(=CC=C12)C(C)C)CC1CCC1)CC(C(=O)O)(C)C